2-(3,3-Bis(4-chlorophenyl)-1-methoxy-2-PHENYLALLYLIDENE)-1,3-dithiane ClC1=CC=C(C=C1)C(=C(C(OC)=C1SCCCS1)C1=CC=CC=C1)C1=CC=C(C=C1)Cl